CC(=CC=O)C=CC=C(C=CC=C(C)C)C 3,7,11-trimethyl-dodeca-2,4,6,8,10-pentaenal